CC1(C2=C3C=C(C=CC3=CC2=CC=C1)B(O)O)C (5,5-dimethyl-fluoren-3-yl)boronic acid